FC(C(=O)O)(F)F.ClC1=CC(=C2C(=N1)C(=C(S2)[C@@H]2[C@H](CCCC2)NC)C#CCCCO)NCC=2SC=CC2 5-(5-chloro-2-((1S,2S)-2-(methylamino)cyclohexyl)-7-((thiophen-2-ylmethyl)amino)thieno[3,2-b]pyridin-3-yl)pent-4-yn-1-ol trifluoroacetate